C(\C=C\C=CCCCC)=O E-2,4-nonadienal